7-((2S,5R)-2,5-diethyl-4-(1-(2-methylthiazolo[5,4-b]pyridin-5-yl)ethyl)piperazin-1-yl)-4-methyl-2,4-dihydro-5H-pyrazolo[4,3-b]pyridin-5-one C(C)[C@@H]1N(C[C@H](N(C1)C(C)C1=CC=C2C(=N1)SC(=N2)C)CC)C=2C=1C(N(C(C2)=O)C)=CNN1